4-((1R,5S)-8-((S)-2-(4-chlorophenyl)-3-(methylamino)propanoyl)-3,8-diazabicyclo[3.2.1]octan-3-yl)-5-ethyl-5,8-dihydropteridin-7(6H)-one ClC1=CC=C(C=C1)[C@H](C(=O)N1[C@H]2CN(C[C@@H]1CC2)C2=NC=NC=1NC(CN(C21)CC)=O)CNC